tert-Butyl 3-(2,4-difluoro-5-(4,4,5,5-tetramethyl-1,3,2-dioxaborolan-2-yl)benzoyl)-5-(4,4,5,5-tetramethyl-1,3,2-dioxaborolan-2-yl)benzoate FC1=C(C(=O)C=2C=C(C(=O)OC(C)(C)C)C=C(C2)B2OC(C(O2)(C)C)(C)C)C=C(C(=C1)F)B1OC(C(O1)(C)C)(C)C